C12(CC3CC(CC(C1)C3)C2)NCC2=CN=C(S2)C#CC2=C3C(N(C(=NC3=CC=C2)C)C2C(NC(CC2)=O)=O)=O 3-(5-((5-((((1R,3R,5S)-adamantan-1-yl)amino)methyl)thiazol-2-yl)ethynyl)-2-methyl-4-oxoquinazolin-3(4H)-yl)piperidine-2,6-dione